1,5-undecanediol C(CCCC(CCCCCC)O)O